BrC=1C(=CC(=C(COCC=2C=C(C#N)C=CC2COC2=NC(=CC=C2)Br)C1)I)F 3-(((5-bromo-4-fluoro-2-iodobenzyl)oxy)methyl)-4-(((6-bromopyridin-2-yl)oxy)methyl)benzonitrile